(R)-3-(3,4-dihydroxyphenyl)-2-(((E)-3-(2-((E)-3,4-dihydroxystyryl)-3,4-dihydroxyphenyl)acryloyl)oxy)propanoic acid OC=1C=C(C=CC1O)C[C@H](C(=O)O)OC(\C=C\C1=C(C(=C(C=C1)O)O)\C=C\C1=CC(=C(C=C1)O)O)=O